4-(6,6-difluoro-3-azabicyclo[3.1.0]hex-3-yl)-3-phenyl-1H-pyrazol-5-amine FC1(C2CN(CC12)C=1C(=NNC1N)C1=CC=CC=C1)F